2-(2-aminoethoxy)-4-bromobenzaldehyde NCCOC1=C(C=O)C=CC(=C1)Br